4-{4-[(4-{[4-(pentafluoro-λ6-sulfanyl)phenyl]Amino}piperidin-1-yl)sulfonimidoyl]phenyl}pyridine-2-carboxamide FS(C1=CC=C(C=C1)NC1CCN(CC1)S(=O)(=N)C1=CC=C(C=C1)C1=CC(=NC=C1)C(=O)N)(F)(F)(F)F